3-(2-chloro-4'-(5-oxo-6-oxa-4-azaspiro[2.4]heptan-4-yl)-[1,1'-biphenyl]-3-yl)piperidine-2,6-dione ClC1=C(C=CC=C1C1C(NC(CC1)=O)=O)C1=CC=C(C=C1)N1C2(CC2)COC1=O